C(C=C)(=O)N1C[C@@H](N(C[C@H]1C)C1=NC(N2C3=C(C(=C(C=C13)Cl)C1=C(C=CC(=C1)Cl)F)OC[C@H]2CCCN2CCOCC2)=O)C (3R)-7-((2S,5R)-4-acryloyl-2,5-dimethylpiperazin-1-yl)-9-chloro-10-(5-chloro-2-fluorophenyl)-3-(3-morpholino-propyl)-2,3-dihydro-5H-[1,4]oxazino[2,3,4-ij]quinazolin-5-one